3-amino-piperidine NC1CNCCC1